ClC1=CC2=C(N=CN(C2=O)CC2(CCN(CC2)C(C2=CC=C(C=C2)Cl)=O)O)N1C1=CC=C(C=C1)[C@@H]1CO[C@@H](CN1C(=O)OC(C)(C)C)C tert-butyl (2R,5R)-5-(4-(6-chloro-3-((1-(4-chlorobenzoyl)-4-hydroxypiperidin-4-yl)methyl)-4-oxo-3,4-dihydro-7H-pyrrolo[2,3-d]pyrimidin-7-yl)phenyl)-2-methylmorpholine-4-carboxylate